3-(4-(5-benzyl-1-(tetrahydro-2H-pyran-2-yl)-1H-1,2,4-triazol-3-yl)piperazin-1-yl)-6-(1-methyl-1H-pyrazol-4-yl)pyrazolo[1,5-a]pyridine C(C1=CC=CC=C1)C1=NC(=NN1C1OCCCC1)N1CCN(CC1)C=1C=NN2C1C=CC(=C2)C=2C=NN(C2)C